1-(5-(9-phenyl-6,7,8,9-tetrahydro-6,8-methanoimidazo[1,2-a:5,4-b']dipyridin-2-yl)pyrimidin-2-yl)piperidin-4-ol C1(=CC=CC=C1)C1C2CC(C=3N1C1=NC(=CC=C1N3)C=3C=NC(=NC3)N3CCC(CC3)O)C2